4-(4-(3-(1-aminoethyl)azetidin-1-yl)-8-fluoro-2-(((2R,7aS)-2-fluorotetrahydro-1H-pyrrolizin-7a(5H)-yl)methoxy)quinazolin-7-yl)-5-ethynyl-6-fluoronaphthalen-2-ol NC(C)C1CN(C1)C1=NC(=NC2=C(C(=CC=C12)C1=CC(=CC2=CC=C(C(=C12)C#C)F)O)F)OC[C@]12CCCN2C[C@@H](C1)F